2-(4-(1-(3-((4-((3,7-dimethyloctyl)oxy)phenyl)sulfonyl)-6-(methylsulfinyl)quinolin-4-yl)piperidin-4-yl)piperazin-1-yl)ethan-1-ol CC(CCOC1=CC=C(C=C1)S(=O)(=O)C=1C=NC2=CC=C(C=C2C1N1CCC(CC1)N1CCN(CC1)CCO)S(=O)C)CCCC(C)C